diazepane-1-carboxylate N1(NCCCCC1)C(=O)[O-]